[Fe].N=1C(C(C=CC1)=N)=N pyridine bisimine iron